ClC1=C(C=CC2=C1C(=N[C@H](C=1N2C(=C(N1)C(=O)NC[C@@H](C)O)C)C)C1=NC=CC=C1F)C(F)(F)F (4S)-7-chloro-6-(3-fluoro-2-pyridyl)-N-[(2R)-2-hydroxypropyl]-1,4-dimethyl-8-(trifluoromethyl)-4H-imidazo[1,2-a][1,4]benzodiazepine-2-carboxamide